2,6-dimethyl-4-bromopyridine CC1=NC(=CC(=C1)Br)C